COC(=O)C=1SC=CN1 Thiazole-2-carboxylic acid methyl ester